CC1=C(C(=O)NC2=C(C=C(C=C2)S(N[C@H](C)C2CCN(CC2)C)(=O)=O)C)C=CC=C1 (R)-2-methyl-N-(2-methyl-4-(N-(1-(1-methylpiperidin-4-yl)ethyl)sulfamoyl)phenyl)benzamide